[Ca].N1(CCN(CCN(CCN(CC1)CC(=O)O)CC(=O)O)CC(=O)O)CC(=O)O 1,4,7,10-tetraazacyclododecane-1,4,7,10-tetraacetic acid mono-calcium